3,9-dimethylquinolino[8,7-h]Quinolinone CC1=NC=2C3=C(C=CC2C(C1)=O)C=1N=C(C=CC1C=C3)C